S1C(=CC=C1)C1=CC=C(N1)CCC(=O)O 3-(5-thiophen-2-yl-1H-pyrrol-2-yl)propanoic acid